NC1=NC(=NN1)CCCC1=NNC(=N1)N 3,3'-Trimethylenebis(5-amino-1,2,4-triazole)